C(#N)C=1C=NC2=C(C=CC(=C2C1)N1C[C@H](N([C@H](C1)C)C(=O)OC(C)(C)C)C)C(NC1=CC2=CN(N=C2C(=C1)F)C)=O tert-butyl (2R,6S)-4-[3-cyano-8-[(7-fluoro-2-methyl-indazol-5-yl)carbamoyl]-5-quinolyl]-2,6-dimethyl-piperazine-1-carboxylate